N[C@@H]1C2=CC=CC=C2CC12CCN(CC2)C=2NC(C1=C(N2)NN=C1C=1C=2C=CC(=NC2CCC1)Cl)=O (S)-6-(1-amino-1,3-dihydrospiro[indene-2,4'-piperidine]-1'-yl)-3-(2-chloro-7,8-dihydroquinolin-5-yl)-1,5-dihydro-4H-pyrazolo[3,4-d]pyrimidin-4-one